C1(=CC=CC=C1)NC(=O)C1=NN2C(OCCC2)=C1 (phenylcarbamoyl)-6,7-dihydro-5H-pyrazolo[5,1-b][1,3]oxazine